12-(2,3-Dihydroxycyclopentyl)-2-dodecanone OC1C(CCC1O)CCCCCCCCCCC(C)=O